phenyl-phosphoamide C1(=CC=CC=C1)[N-]P(=O)=O